C(#N)C(C(=O)O)C1(CCOC2(CCCC2)C1)C1=NC=C(C=C1)F cyano-[9-(5-fluoro-pyridin-2-yl)-6-oxaspiro[4.5]decan-9-yl]-acetic acid